FC1=CC=C2C(=CNC2=C1F)C1=NC(=NC=C1C(F)(F)F)N[C@@H]1CNCCCC1 (3S)-N-[4-(6,7-difluoro-1H-indol-3-yl)-5-(trifluoromethyl)pyrimidin-2-yl]azepan-3-amine